C(#N)C1=NC=NC=C1C1=CC=C(C[N+]2=NOC(=C2)[N-]C(NC2=CC(=CC=C2)C(F)(F)F)=O)C=C1 (3-(4-(4-cyanopyrimidin-5-yl)benzyl)-1,2,3-oxadiazol-3-ium-5-yl)((3-(trifluoromethyl)phenyl)carbamoyl)amide